CC1=NC(=NO1)C=1C=C(C(=O)NCCC(=O)NC=2SC3=C(N2)C(=CC=C3OCCC)C)C=CC1 3-(5-Methyl-1,2,4-oxadiazol-3-yl)-N-(3-((4-methyl-7-propoxybenzo[d]thiazol-2-yl)amino)-3-oxopropyl)benzamide